(R)-1-chloro-3-(4-(2-(4-((S)-2-hydroxy-3-(5-(hydroxymethyl)-1H-1,2,3-triazol-1-yl)propoxy)phenyl)propan-2-yl)-2-iodophenoxy)propan-2-ol ClC[C@@H](COC1=C(C=C(C=C1)C(C)(C)C1=CC=C(C=C1)OC[C@H](CN1N=NC=C1CO)O)I)O